3-(4-tert-butylphenyl)-5-phenyl-5-(2,2,2-trifluoroethyl)-4,5-dihydroisoxazole C(C)(C)(C)C1=CC=C(C=C1)C1=NOC(C1)(CC(F)(F)F)C1=CC=CC=C1